ClC=1C(=NC(=NC1)NC1=CC=C(C=C1)N1CCN(CC1)C)NC1=CC(=CC=C1)S(NC1CC1)(=O)=O 5-Chloro-N4-(3-[N-(cyclopropyl)sulfamoyl]phenyl)-N2-[4-(4-methylpiperazin-1-yl)phenyl]pyrimidine-2,4-diamine